N-(4-(4-((2-(diethylamino)ethyl)amino)-3-methyl-1H-pyrazolo[3,4-d]pyrimidin-6-yl)phenyl)-2,5-difluorobenzenesulfonamide C(C)N(CCNC1=C2C(=NC(=N1)C1=CC=C(C=C1)NS(=O)(=O)C1=C(C=CC(=C1)F)F)NN=C2C)CC